C(OCCCCI)([O-])=O iodobutyl carbonate